COC=1C=NC2=CC=CC(=C2C1)N[C@H]1CN(CC1)C(=O)OC(C)(C)C tert-butyl (R)-3-((3-methoxyquinolin-5-yl)amino)pyrrolidine-1-carboxylate